2-Acetamido-4-(1H-imidazol-4-yl)butanoic acid C(C)(=O)NC(C(=O)O)CCC=1N=CNC1